2-amino-3-(4-mercaptophenyl)propionic acid NC(C(=O)O)CC1=CC=C(C=C1)S